BrC=1C=C(COC2=CC=C(CN3[C@@H](COCC3)C(=O)N)C=C2)C=CC1 (S)-4-(4-((3-bromobenzyl)oxy)benzyl)morpholine-3-carboxamide